butyl 2,2-dimethyl-4-(trifluoromethanesulfonyloxy)-3,6-dihydropyridine-1-carboxylate CC1(N(CC=C(C1)OS(=O)(=O)C(F)(F)F)C(=O)OCCCC)C